CN1C(C=CC=C1)=O methyl-2(1H)-pyridinone